N1CCC(CC1)OCCN1CCN(CC1)C(=O)OC(C)(C)C tert-butyl 4-(2-(piperidin-4-yloxy)ethyl)piperazine-1-carboxylate